2-Methoxy-4-methyl-N-phenethyl-1H-imidazole-1-carboxamide COC=1N(C=C(N1)C)C(=O)NCCC1=CC=CC=C1